(Z)-1-((2S,3S)-4-acetyl-3-(3-chloro-5-(2-methylpyrimidin-5-yl)phenyl)-2-methylpiperazin-1-yl)-chloroprop-2-en-1-one C(C)(=O)N1[C@H]([C@@H](N(CC1)C(C(=C)Cl)=O)C)C1=CC(=CC(=C1)C=1C=NC(=NC1)C)Cl